2,4-dimethyl-6-(methyl-(2-(methylamino)ethyl)amino)nicotinic acid methyl ester hydrochloride Cl.COC(C1=C(N=C(C=C1C)N(CCNC)C)C)=O